Methyl 4-amino-1-(1-methylpyrazol-4-yl)-6-oxo-5-(2-trimethylsilylethynyl)pyridazine-3-carboxylate NC=1C(=NN(C(C1C#C[Si](C)(C)C)=O)C=1C=NN(C1)C)C(=O)OC